C1(=CC(=CC=C1)C1=NC(=NC(=N1)C1=CC=CC=C1)N1C2=CC=CC=C2C2=CC=C3C(=C12)N(C=1C=CC=CC13)C1=CC=CC=C1)C1=CC=CC=C1 11-(4-(1,1'-biphenyl-3-yl)-6-phenyl-1,3,5-triazin-2-yl)-12-phenyl-11H,12H-indolo[2,3-a]carbazole